FC1(CCC(CC1)C=1C=NN2C1N=C(C=C2)NC(C2=C(C=C(C=C2)I)N2CCC1(CC1)CC2)=O)F N-(3-(4,4-difluorocyclohexyl)pyrazolo[1,5-a]pyrimidin-5-yl)-4-iodo-2-(6-azaspiro[2.5]oct-6-yl)benzamide